1-(3-chlorophenyl)cyclohexanecarbonitrile ClC=1C=C(C=CC1)C1(CCCCC1)C#N